ClC=1C=C(C#N)C=C(C1)OC1=C(N=CN(C1=O)CC1=NNC(C(=C1)C1=CC=NN1C)=O)C(F)(F)F 3-chloro-5-((1-((5-(1-methyl-1H-pyrazol-5-yl)-6-oxo-1,6-dihydropyridazin-3-yl)methyl)-6-oxo-4-(trifluoromethyl)-1,6-dihydropyrimidin-5-yl)oxy)benzonitrile